2,2,4-trimethyl-1-oxa-4-aza-2-silacyclohexan-6-one C[Si]1(OC(CN(C1)C)=O)C